5-(1H-indole-3-yl)-2-(2-methoxyphenyl)oxazole-4-carboxylic acid methyl ester COC(=O)C=1N=C(OC1C1=CNC2=CC=CC=C12)C1=C(C=CC=C1)OC